BrC1=C2C(=C(N=C1)OC)N(C(=C2)CN2C[C@H](CCC2)C)S(=O)(=O)C2=CC=C(C=C2)C 4-Bromo-7-methoxy-2-[[(3S)-3-methyl-1-piperidinyl]methyl]-1-(p-tolylsulfonyl)pyrrolo[2,3-c]pyridine